C(C)OC(C(=O)N(CC1=NC(=CC=C1)C)CC1=CC=CC=C1)=O.FC=1C=C(C=NS(=O)C(C)(C)C)C=CC1C(F)(F)F N-(3-fluoro-4-(trifluoromethyl)benzylidene)-2-methyl-propane-2-sulfinamide Ethyl-2-[benzyl-[(6-methyl-2-pyridyl)methyl]amino]-2-oxo-acetate